ethyl ether sulfate S(=O)(=O)(O)O.C(C)OCC